O=C(CC(=O)OCCC#N)C cyanoethyl 3-oxobutyrate